C(C)C1=CC=C(C=C1)S(=O)(=O)OC=1C=C(C=CC1)NC(=O)NC1=CC(=CC=C1)OS(=O)(=O)C1=CC=C(C=C1)CC N,N'-di-[3-(4-ethylphenylsulfonyloxy)phenyl]urea